3-(6-methoxy-4-methylpyridin-3-yl)-7,8-dihydro-1,6-naphthyridin COC1=CC(=C(C=N1)C=1C=NC=2CCN=CC2C1)C